5-(2-(7-methoxy-1-methyl-9H-pyrido[3,4-b]indol-9-yl)ethyl)-1,2,4-oxadiazole COC1=CC=C2C3=C(N(C2=C1)CCC1=NC=NO1)C(=NC=C3)C